5,7-dimethoxy-2-(4-(4-(piperazin-1-yl)piperidin-1-yl)phenyl)quinazolin-4(3H)-one COC1=C2C(NC(=NC2=CC(=C1)OC)C1=CC=C(C=C1)N1CCC(CC1)N1CCNCC1)=O